C[C@H]1N([C@H](CNC1)C)CC(=O)NC1=CC(=CC=C1)NC1C(NC(CC1)=O)=O 2-((2R,6S)-2,6-dimethylpiperazin-1-yl)-N-(3-((2,6-dioxopiperidin-3-yl)amino)phenyl)acetamide